Ethyl 4-chloro-3-(3-methoxypropoxy)-1H-pyrazole-5-carboxylate ClC=1C(=NNC1C(=O)OCC)OCCCOC